tert-Butyl 3-bromo-2-((3,7-dimethyl-2,6-dioxo-2,3,6,7-tetrahydro-1H-purin-1-yl)methyl)-1H-pyrrolo[2,3-b]pyridine-1-carboxylate BrC1=C(N(C2=NC=CC=C21)C(=O)OC(C)(C)C)CN2C(N(C=1N=CN(C1C2=O)C)C)=O